N-(4-trifluoromethylbenzyl)imidazole tert-butyl-4-cyano-2,2-dimethyl-4-((tosyloxy)methyl)piperidine-1-carboxylate C(C)(C)(C)OC(=O)N1C(CC(CC1)(COS(=O)(=O)C1=CC=C(C)C=C1)C#N)(C)C.FC(C1=CC=C(CN2C=NC=C2)C=C1)(F)F